3-(benzylamino)azepane-1-carboxylic acid tert-butyl ester C(C)(C)(C)OC(=O)N1CC(CCCC1)NCC1=CC=CC=C1